4,5-dioxolanoic acid C1(CCOO1)C(=O)O